3-{7-chloro-8-fluoro-2-[2-(hexahydro-1H-pyrrolizin-7a-yl)ethynyl]pyrido[4,3-d]pyrimidin-4-yl}-3,8-diazabicyclo[3.2.1]octane-8-carboxylic acid tert-butyl ester C(C)(C)(C)OC(=O)N1C2CN(CC1CC2)C=2C1=C(N=C(N2)C#CC23CCCN3CCC2)C(=C(N=C1)Cl)F